tert-Butyl-4-[(4-chloro-2-cyano-6-fluoro-1,3-benzothiazol-5-yl)amino]-3,3-dimethyl-piperidine C(C)(C)(C)N1CC(C(CC1)NC=1C(=CC2=C(N=C(S2)C#N)C1Cl)F)(C)C